[Co].[Cu].CC1=C(C=C(C(=C1)O)C(C)(C)C)C(CC1=C(C=C(C(=C1)C(C)(C)C)O)C)C(C)C1=C(C=C(C(=C1)C(C)(C)C)O)C 2,1,3-tris-(2'-methyl-4'-hydroxy-5'-tert-butyl-phenyl)butane copper-cobalt